[Si](C1=CC=CC=C1)(C1=CC=CC=C1)(C(C)(C)C)OC[C@@H]1C(CC1)=O (R)-2-(((TERT-BUTYLDIPHENYLSILYL)OXY)METHYL)CYCLOBUTANONE